6-[5-(difluoromethyl)pyrimidin-2-yl]-7-fluoro-2-[(4R)-5-hydroxy-4-[[6-oxo-5-(trifluoromethyl)-1H-pyridazin-4-yl]amino]pentyl]isoquinolin-1-one FC(C=1C=NC(=NC1)C=1C=C2C=CN(C(C2=CC1F)=O)CCC[C@H](CO)NC=1C=NNC(C1C(F)(F)F)=O)F